CS(=O)(=O)C1(CC1)C1=CC=C(C=N1)N 6-(1-methanesulfonylcyclopropyl)pyridin-3-amine